2-(5-(cyclopropylmethyl)-3-(6-fluoro-4'-methoxy-3'-methyl-[1,1'-biphenyl]-3-yl)-4-(3-fluoro-4-sulfamoylbenzyl)-1H-pyrazol-1-yl)thiazole C1(CC1)CC1=C(C(=NN1C=1SC=CN1)C=1C=C(C(=CC1)F)C1=CC(=C(C=C1)OC)C)CC1=CC(=C(C=C1)S(N)(=O)=O)F